C(C)(C)(C)OC(=O)N[C@H](CC1=C(C2=NSC(=C2S1)N(C(OC(C)(C)C)=O)CC=1SC=CC1)C)C=O tert-butyl N-{5-[(2R)-2-[(tert-butoxycarbonyl)amino]-3-oxopropyl]-6-methylthieno[3,2-c][1,2]thiazol-3-yl}-N-(thiophen-2-ylmethyl)carbamate